C1(=CC(O)=CC(C)=C1)O orcinol